6-methyl-2,4-dihydro-1H-3,1-benzoxazine CC=1C=CC2=C(COCN2)C1